N-(3-Imidazol-1-yl-propyl)-2-(3-methoxy-phenylamino)-benzamide N1(C=NC=C1)CCCNC(C1=C(C=CC=C1)NC1=CC(=CC=C1)OC)=O